2-cyclopentylacetoacetamide C1(CCCC1)C(C(=O)N)C(=O)C